DIHYDROPYRIDINE C1C=CNC=C1